C(C)C=COF perfluoro (ethylvinyl) ether